ClC1=C(N=C2N(C1=O)C=C(N=C2C2=C(C=C(C=C2)F)F)C2CC(OC(C2)C=2C=NN(C2)C)C)C 3-chloro-9-(2,4-difluorophenyl)-2-methyl-7-(2-methyl-6-(1-methyl-1H-pyrazol-4-yl)tetrahydro-2H-pyran-4-yl)-4H-pyrazino[1,2-a]pyrimidin-4-one